CC1=C(C(=CC(=C1)C#N)C)O 2,6-dimethyl-4-cyanophenol